N(=C=O)CCC[Si](CC)(OC)OC (3-isocyanatopropyl)dimethoxy-ethyl-silane